C(C)(C)(C)OC(=O)N1C(OC[C@@H]1[C@@H]([C@H](C(=O)N1C(OC[C@H]1CC1=CC=CC=C1)=O)C)O)(C)C (4R)-4-{(1R,2R)-3-[(4R)-4-benzyl-2-oxo-1,3-oxazolidin-3-yl]-1-hydroxy-2-methyl-3-oxopropyl}-2,2-dimethyl-1,3-oxazolidin-3-carboxylic acid tert-butyl ester